R-4-n-butyl-dihydrofuran C(CCC)C=1CCOC1